C1(=CC(=CC=C1)[C@H]1CC[C@H](N1)C(=O)O)C (2S,5R)-5-(m-tolyl)pyrrolidine-2-carboxylic acid